C(#N)C=1C=C2CN(C(NC2=CC1)=O)CC(=O)N[C@@H](C)C1=NC=C(C=C1F)C#N 2-(6-cyano-2-oxo-1,4-dihydroquinazolin-3-yl)-N-[(1S)-1-(5-cyano-3-fluoropyridin-2-yl)ethyl]acetamide